C(CCC)NC(C1=CC=C(C=C1)COC1=C(C=CC=C1)C=O)=O N-butyl-4-(2-formylphenoxy)methylbenzamide